(R)-(4-((1-(5-amino-2-fluoro-3-(trifluoromethyl)phenyl)ethyl)amino)-6-methoxy-2-methylquinazolin-7-yl)(morpholino)methanone NC=1C=C(C(=C(C1)[C@@H](C)NC1=NC(=NC2=CC(=C(C=C12)OC)C(=O)N1CCOCC1)C)F)C(F)(F)F